9-[4-(cyclopentyloxy)phenyl]-3,4-dihydropyrido[2,1-c][1,2,4]thiadiazine 2,2-dioxide C1(CCCC1)OC1=CC=C(C=C1)C1=CC=CN2C1=NS(CC2)(=O)=O